BrC=1C(=NC=C(C1)F)C1=NSC(O1)=O 5-(3-bromo-5-fluoropyridin-2-yl)-2H-1,3,4-oxathiazol-2-one